N-benzoyl-2-chlorobenzenesulfonamide chloride [Cl-].C(C1=CC=CC=C1)(=O)NS(=O)(=O)C1=C(C=CC=C1)Cl